2-(9-(heptadecan-9-yloxy)-9-oxononyl)malonic acid CCCCCCCCC(CCCCCCCC)OC(CCCCCCCCC(C(=O)O)C(=O)O)=O